N-(2-methylacryloxyoxyethyl)-2-pyrrolidinone CC(C(=O)OOCCN1C(CCC1)=O)=C